2-butyl-5-ethyl-thiophene C(CCC)C=1SC(=CC1)CC